C(=O)(O)CCC=1NC=C(C1)C (2-Carboxyethyl)-4-methylpyrrol